NC/C=C/C=1C=C(C=CC1)C1C(NC(CC1)=O)=O (E)-3-(3-(3-aminoprop-1-en-1-yl)phenyl)piperidine-2,6-dione